The molecule is a 2-enoyl-CoA that results from the formal condensation of the thiol group of coenzyme A with the carboxy group of 2-methylhexenoic acid. It has a role as a human metabolite. It is a 2-enoyl-CoA, a methyl-branched fatty acyl-CoA, a medium-chain fatty acyl-CoA and a monounsaturated fatty acyl-CoA. It is a conjugate acid of a 2-methylhexenoyl-CoA(4-). CCCC=C(C)C(=O)SCCNC(=O)CCNC(=O)[C@@H](C(C)(C)COP(=O)(O)OP(=O)(O)OC[C@@H]1[C@H]([C@H]([C@@H](O1)N2C=NC3=C(N=CN=C32)N)O)OP(=O)(O)O)O